C[C@H]1CC[C@@H](NC1)C1(CC1)C(F)(F)F |r| rac-(2R,5S)-5-Methyl-2-[1-(trifluoromethyl)cyclopropyl]piperidine